4'-chloro-2-biphenyl-carboxamide ClC1=CC=C(C=C1)C=1C(=CC=CC1)C(=O)N